C(C)(C)(C)N(C([O-])=O)C1(CCC2=CC=CC=C12)C(NCC1=CC=C(C=C1)NC(C1=NC=CC=C1O)=O)=O.C(C)(=O)[O-].[Rh+2] Rhodium acetat tert-butyl-(1-((4-(3-hydroxypicolinamido)benzyl)carbamoyl)-2,3-dihydro-1H-inden-1-yl)carbamate